sodium bromochlorolactate BrCC(C(=O)[O-])(O)Cl.[Na+]